1,5-anhydro-3-(((4-(cyclopropylmethoxy)-7-(4-(1-methyl-1H-1,2,3-triazol-4-yl)benzyl)-2,3-dihydro-1-benzofuran-5-yl)carbonyl)amino)-2,3-dideoxy-L-threo-pentitol C1(CC1)COC1=C(C=C(C2=C1CCO2)CC2=CC=C(C=C2)C=2N=NN(C2)C)C(=O)N[C@H]2CCOC[C@@H]2O